(1R,3S,5S)-N-methyl-N-[6-[7-(pyrazol-1-yl)-3H-1,2,3-benzotriazol-4-yl]pyridazin-3-yl]-8-azabicyclo[3.2.1]octan-3-amine CN(C1C[C@H]2CC[C@@H](C1)N2)C=2N=NC(=CC2)C2=CC=C(C=1N=NNC12)N1N=CC=C1